C(C)C1=C2C=C(N=CC2=C(N=C1)NC)NC(=O)C1CC1 N-(5-ethyl-8-(methylamino)-2,7-naphthyridin-3-yl)cyclopropanecarboxamide